CC(C)(OC(NCCOCCOCCOCCOCCC(=O)NC1=CC=C(C=C1)C(C(=O)O)C1=CC=CC=C1)=O)C 2-(4-(2,2-dimethyl-4-oxo-3,8,11,14,17-pentaoxa-5-azaicosan-20-amido)phenyl)-2-phenylacetic acid